CNC1=C(C=CC=C1)O N-methyl-aminophenol